O=C1NC(CCC1N1C(C2=CC=CC(=C2C1=O)NCCN1CCN(CC1)CCC(=O)O)=O)=O 3-(4-(2-((2-(2,6-dioxopiperidin-3-yl)-1,3-dioxoisoindolin-4-yl)amino)ethyl)piperazin-1-yl)propanoic acid